C1(CCCC1)NC=1N(C(C2=C(N1)N(C=C2)C(C)C)=O)CC 2-(cyclopentylamino)-3-ethyl-7-isopropyl-3,7-dihydro-4H-pyrrolo[2,3-d]pyrimidin-4-one